(3-chloropyrazolo[1,5-a]pyridin-5-yl)methanol ClC=1C=NN2C1C=C(C=C2)CO